5-(4-(4-Methylpiperazin-1-yl)phenyl)-3-(4-(trifluoromethyl)phenyl)-1H-pyrazolo[3,4-b]pyridine CN1CCN(CC1)C1=CC=C(C=C1)C=1C=C2C(=NC1)NN=C2C2=CC=C(C=C2)C(F)(F)F